CN1N=C(C=C1C1=CC(=NC=C1F)N1CCNCC1)C.FC(C=O)(F)F 2,2,2-trifluoroacetaldehyde compound with 1-(4-(1,3-dimethyl-1H-pyrazol-5-yl)-5-fluoropyridin-2-yl)piperazine